2-methyl-6-((4-nitrophenyl)diazenyl)-4H-benzopyran-4-one CC=1OC2=C(C(C1)=O)C=C(C=C2)N=NC2=CC=C(C=C2)[N+](=O)[O-]